FC=1C=C(NC2=CC3=C(C(=N2)C(=O)NC(CC(C)(C)C)(C)C)OCO3)C=C(C1)F 6-(3,5-difluoroanilino)-N-(1,1,3,3-tetramethylbutyl)-[1,3]dioxolo[4,5-c]pyridine-4-carboxamide